monopalmitoleoylglycerol C(CCCCCCC\C=C/CCCCCC)(=O)C(CO)(O)CO